C(C)(C)(C)OC(=O)N1[C@@H](C[C@H](CC1)N1CCOCC1)C1=CC=CC=C1.N[C@@]1([C@H](O)[C@H](O)[C@@H](O)[C@@H](O1)C)/C(/C(=O)N)=C\C1=CC(OC)=C(O)C=C1 (1-amino-β-L-rhamnopyranosyl)ferulamide tert-butyl-(2S,4S)-4-morpholino-2-phenylpiperidine-1-carboxylate